C(C)C1=C(C(=O)NCCCNC(=O)[C@H]2NC[C@@H](C2)O)C=CC(=C1)NC=1C=2N(C=CN1)C(=CN2)C=2C(=NNC2)C(F)(F)F (2S,4R)-N-[3-[[2-ethyl-4-[[3-[3-(trifluoromethyl)-1H-pyrazol-4-yl]imidazo[1,2-a]pyrazin-8-yl]amino]benzoyl]amino]propyl]-4-hydroxypyrrolidine-2-carboxamide